CN1N=NN=C1\C(\C1=CC=CC=C1)=N/OCC1=CC=CC(=N1)NC(OC(C)(C)C)=O t-butyl (6-{[(Z)-(1-methyl-1H-5-tetrazolyl)(phenyl)methylene]aminooxymethyl}-2-pyridyl)carbamate